tert-butyl N-({1-[7-({8-fluoro-2-methylimidazo[1,2-a]pyridin-6-yl}carbamoyl)-2-methylindazol-4-yl]piperidin-4-yl}methyl)carbamate FC=1C=2N(C=C(C1)NC(=O)C1=CC=C(C3=CN(N=C13)C)N1CCC(CC1)CNC(OC(C)(C)C)=O)C=C(N2)C